1-((1-(2-fluoro-4-(1H-pyrazol-4-yl)phenyl)piperidin-4-yl)methyl)pyrrolidin-2-one FC1=C(C=CC(=C1)C=1C=NNC1)N1CCC(CC1)CN1C(CCC1)=O